FC(CCCCCCCCCCCCC=C)(F)F 15,15,15-trifluoro-1-pentadecene